4-(5-(2H-tetrazol-5-yl)benzo[d]oxazol-2-yl)picolinic acid ethyl ester C(C)OC(C1=NC=CC(=C1)C=1OC2=C(N1)C=C(C=C2)C=2N=NNN2)=O